2-methyl-N7-[cis-3-(trifluoromethoxy)cyclobutyl]pyrazolo[1,5-a]pyrimidine-3,7-dicarboxamide CC1=NN2C(N=CC=C2C(=O)N[C@@H]2C[C@@H](C2)OC(F)(F)F)=C1C(=O)N